8-bromo-6-chloro-N-[1-(2-pyrimidin-2-yl-1,2,4-triazol-3-yl)ethyl]quinazolin-4-amine BrC=1C=C(C=C2C(=NC=NC12)NC(C)C=1N(N=CN1)C1=NC=CC=N1)Cl